C[Si](CCCCCCCC)(C)CC=1C=C(C(=CC1)N)N 4-((dimethyl-(octyl)silyl)methyl)benzene-1,2-diamine